BrC1=C2CCC2=CC(=C1O)O 2-Bromobicyclo[4.2.0]octa-1,3,5-triene-3,4-diol